FC=1C=NC=C(C1N1C(N(C=2C=NC=3C=C(C(=CC3C21)C=2C(=NN(C2)CCCCCCCCCCCCCC)C)OC)C)=O)F 1-(3,5-difluoro-4-pyridinyl)-7-methoxy-3-methyl-8-[3-methyl-1-(tridecylmethyl)pyrazol-4-yl]imidazo[4,5-c]quinolin-2-one